(2R)-1-methoxypropan COCCC